S(=O)(=O)(O)O.O water sulfate